COC1=C2CCCC(C2=CC=C1)=O 5-methoxytetralone